4-([2-(DIMETHYLAMINO)PHENYL]SULFAMOYL)BUTANOIC ACID CN(C1=C(C=CC=C1)NS(=O)(=O)CCCC(=O)O)C